N-(1-(3,4-dichlorophenyl)-2-(dimethylamino)ethyl)-4-propylbenzenesulfonamide ClC=1C=C(C=CC1Cl)C(CN(C)C)NS(=O)(=O)C1=CC=C(C=C1)CCC